(2-methanesulfonyloxypropoxy)naphthalene CS(=O)(=O)OC(COC1=CC=CC2=CC=CC=C12)C